FC=1C=C(C=C(C1)F)N1[C@H](CN(CC1)C(CCC(=O)C=1N=C(OC1C)C)=O)C 1-[(3S)-4-(3,5-difluorophenyl)-3-methyl-piperazin-1-yl]-4-(2,5-dimethyloxazol-4-yl)butane-1,4-dione